ClC1=C(C=CC(=C1)NC1C(NC(CC1)=O)=O)C1CCN(CC1)C(=O)OC(C)(C)C tert-butyl 4-[2-chloro-4-[(2,6-dioxo-3-piperidyl)amino]phenyl]piperidine-1-carboxylate